tert-butyl N-(1-[8-carbamoyl-6-chloropyrido[3,2-d]pyrimidin-4-yl]-4-fluoropiperidin-3-yl)carbamate C(N)(=O)C1=CC(=NC2=C1N=CN=C2N2CC(C(CC2)F)NC(OC(C)(C)C)=O)Cl